Tert-Butyl (R)-4-(3-aminochroman-7-yl)-4-fluoropiperidine-1-carboxylate N[C@H]1COC2=CC(=CC=C2C1)C1(CCN(CC1)C(=O)OC(C)(C)C)F